trans-3-(3-bromo-5-chlorophenyl)-2,2-dichloropropane-1-carboxylic acid BrC=1C=C(C=C(C1)Cl)CC(CC(=O)O)(Cl)Cl